2-[2-(1-chlorocyclopropyl)-3-(2-chlorophenyl)-2-hydroxypropyl]-2,4-dihydro-[1,2,4]-triazole-3-thione ClC1(CC1)C(CN1N=CNC1=S)(CC1=C(C=CC=C1)Cl)O